4-amino-8-(5-methoxy-3-pyridinyl)-2-oxo-N-propyl-1H-quinoline-3-carboxamide NC1=C(C(NC2=C(C=CC=C12)C=1C=NC=C(C1)OC)=O)C(=O)NCCC